C(C)(C)(C)OC(=O)NC1=CC=C(C=N1)B(O)O (6-((tert-butoxycarbonyl)amino)pyridin-3-yl)boronic acid